propyl 2-[3-[[3-chloro-5-(5-methyl-1,2,4-oxadiazol-3-yl)benzoyl]amino]propanoyl-methyl-amino]-4-methyl-thiazole-5-carboxylate ClC=1C=C(C(=O)NCCC(=O)N(C=2SC(=C(N2)C)C(=O)OCCC)C)C=C(C1)C1=NOC(=N1)C